3-(3-(4-(2,4-dichlorophenyl)piperazin-1-yl)-3-oxopropyl)-8-methyl-3,5-dihydro-4H-pyrimido[5,4-b]indol-4-one ClC1=C(C=CC(=C1)Cl)N1CCN(CC1)C(CCN1C=NC2=C(NC=3C=CC(=CC23)C)C1=O)=O